selenosulfuric acid Sodium [Na].S(O)(O)(=[Se])=O